FC(C1=CC=2C(N=C1)=CN(N2)C=2N=C1N(CCCC1)C2)(F)F 2-[6-(Trifluoromethyl)pyrazolo[4,3-b]pyridin-2-yl]-5,6,7,8-tetrahydroimidazo[1,2-a]pyridin